Cl.FC=1C(=CC(=C(C#N)C1)N1CCNCC1)CC(C)C 5-fluoro-4-isobutyl-2-(piperazin-1-yl)benzonitrile hydrochloride